NC=1C2=C(N=CN1)N(C=C2C2=CC=C(C=C2)OC2=CC=CC=C2)C2CN(CCC2)C(=O)\C(\C#N)=C/C2CC2 (Z)-2-[3-[4-amino-5-(4-phenoxyphenyl)pyrrolo[2,3-d]pyrimidin-7-yl]piperidine-1-carbonyl]-3-cyclopropylprop-2-enenitrile